O=C1OCC2=C(N1)C=CC(=C2)C(=O)NC2=CC(=CC=C2)C#CC2=NC=CC=C2 OXO-N-(3-(PYRIDIN-2-YLETHYNYL)PHENYL)-1,4-DIHYDRO-2H-BENZO[D][1,3]OXAZINE-6-CARBOXAMIDE